C(CCCCCCCCCCCCCCC(C)C)(=O)OCC(C)(COC(CCCCCCCCCCCCCCC(C)C)=O)C Neopentyl glycol diisostearate